N1(CCCCC1)CC1=CC=2C(=NC=CC2C=2C=C3C(=NNC3=CC2)N)N1 5-(2-(piperidin-1-ylmethyl)-1H-pyrrolo[2,3-b]pyridine-4-yl)-1H-indazol-3-amine